ClC1=CC=C(C=C1)[C@@]1(N(C(C2=CC(=CC=C12)C(C)(C)O)=O)CC1=NC=C(C=C1)Cl)OCCO (3R)-3-(4-chlorophenyl)-2-[(5-chloropyridin-2-yl)methyl]-3-(2-hydroxyethoxy)-6-(2-hydroxypropan-2-yl)-2,3-dihydro-1H-isoindol-1-one